3-(3-(7-((5-methyl-1H-pyrazol-3-yl)amino)-1,6-naphthyridin-5-yl)-3,8-diazabicyclo[3.2.1]octane-8-yl)propionitrile CC1=CC(=NN1)NC1=NC(=C2C=CC=NC2=C1)N1CC2CCC(C1)N2CCC#N